CC1(CC(CN1)OC=1N=CC(=NC1C)C1=CNC2=C(C=CC=C12)C#N)C 3-[5-[(5,5-dimethylpyrrolidin-3-yl)oxy]-6-methylpyrazin-2-yl]-1H-indole-7-carbonitrile